(3-(4-(5-(2,3-dihydro-1H-inden-4-yl)-6-methoxy-1H-pyrazolo[4,3-b]pyridin-3-yl)-1H-pyrazol-1-yl)azetidin-1-yl)((trans)-3-hydroxycyclobutyl)methanone C1CCC2=C(C=CC=C12)C1=C(C=C2C(=N1)C(=NN2)C=2C=NN(C2)C2CN(C2)C(=O)[C@@H]2C[C@H](C2)O)OC